ClC1=C(C(=C(N=N1)N)C1CC1)C 6-Chloro-4-cyclopropyl-5-methylpyridazin-3-amine